2,6-dimethyldecahydro-1,5-naphthyridine CC1NC2CCC(NC2CC1)C